[N-](S(=O)(=O)C(F)(F)F)S(=O)(=O)C(F)(F)F.NC(CC)C1=NC=CN1C=C 1-aminopropyl-3-vinyl-imidazole bis(trifluoromethanesulfonyl)imide salt